(2-bromophenyl)(2-methoxyphenyl)methanol tert-butyl-6-(4,4,5,5-tetramethyl-1,3,2-dioxaborolan-2-yl)-3,4-dihydro-1H-isoquinoline-2-carboxylate C(C)(C)(C)C1N(CCC2=CC(=CC=C12)B1OC(C(O1)(C)C)(C)C)C(=O)OC(C1=C(C=CC=C1)OC)C1=C(C=CC=C1)Br